oleic acid decyl ester (decyl oleate) C(CCCCCCCCC)C(C(=O)O)CCCCCC\C=C/CCCCCCCC.C(CCCCCCCCC)OC(CCCCCCC\C=C/CCCCCCCC)=O